6-Chloro-7-(3-hydroxy-propyl)-3-(3-trifluoromethoxy-phenyl)-[1,2,4]triazolo[4,3-b]pyridazin-8-ol ClC=1C(=C(C=2N(N1)C(=NN2)C2=CC(=CC=C2)OC(F)(F)F)O)CCCO